(2S)-1-(2-(5-isopropyl-2,4-dioxo-3-(4-(trifluoromethyl)phenyl)imidazolidine-1-yl)-5,6-dihydrobenzo[f]imidazo[1,2-d][1,4]oxazepin-9-yl)pyrrolidine-2-carboxamide C(C)(C)C1C(N(C(N1C=1N=C2N(CCOC3=C2C=CC(=C3)N3[C@@H](CCC3)C(=O)N)C1)=O)C1=CC=C(C=C1)C(F)(F)F)=O